4-[({2-fluoro-5-[(5-fluoro-2H-1,3-benzodioxol-4-yl)methoxy]-4-methoxyphenyl}carbamoyl)amino]thiophene-2,3-dicarboxylic acid methyl ester COC(=O)C=1SC=C(C1C(=O)O)NC(NC1=C(C=C(C(=C1)OCC1=C(C=CC=2OCOC21)F)OC)F)=O